ClCC(=O)NCCN1N=C(C=C1C)C1=CC=2N=C(N=C(C2O1)N1CCOCC1)N1N=CC(=C1)C=1C=C(C=CC1)C 2-chloro-N-[2-[5-methyl-3-[4-morpholino-2-[4-(m-tolyl)pyrazol-1-yl]furo[3,2-d]pyrimidin-6-yl]pyrazol-1-yl]ethyl]acetamide